C1C(C)CCC(C(C)C)C1O HexahydroThymol